((2-(5-fluoro-6-(4-fluorophenyl)-4-(2-hydroxypropan-2-yl)pyridin-2-yl)tetrahydrofuran-2-yl)methyl)-8-methoxy-3-methylcinnoline-6-carboxamide FC=1C(=CC(=NC1C1=CC=C(C=C1)F)C1(OCCC1)CC1=C(N=NC2=C(C=C(C=C12)C(=O)N)OC)C)C(C)(C)O